1-[4-(prop-2-en-1-yl)furan-2-yl]methanamine C(C=C)C=1C=C(OC1)CN